N-[2-trifluoromethyl-4-(1,1,1,2,3,3,3-heptafluoropropan-2-yl)-phenyl]-3-[N-(cyclopropylmethyl)-4-cyanobenzamido]-2-fluorobenzamide FC(C1=C(C=CC(=C1)C(C(F)(F)F)(C(F)(F)F)F)NC(C1=C(C(=CC=C1)N(C(C1=CC=C(C=C1)C#N)=O)CC1CC1)F)=O)(F)F